ClC=1C=CC=C2C=C(C=C(C12)O)OCOC 8-chloro-3-(methoxymethoxy)-1-naphthol